di(2,2-dimethylhexyl) glutarate C(CCCC(=O)OCC(CCCC)(C)C)(=O)OCC(CCCC)(C)C